4-{4-[(2,5-Dichlorophenyl)methoxy]-3-methoxyphenyl}-2H,4H,5H,6H,7H-pyrazolo[3,4-b]pyridin-6-one ClC1=C(C=C(C=C1)Cl)COC1=C(C=C(C=C1)C1C=2C(NC(C1)=O)=NNC2)OC